CN1CCC(CC1)CCC(=O)OC(CCOC(CCCCC(OCCCCCCCC)OCCCCCCCC)=O)CCCCCCCCCCCC 3-((3-(1-methylpiperidin-4-yl)propanoyl)oxy)pentadecyl-6,6-bis(octyloxy)hexanoate